COC(=O)C1=CC=CC2=C1N(C(=N2)OCC)CC2=CC=C(C=C2)C2=C(C=CC=C2)C2=NOC(N2)=O 2-ethoxy-1-[[2'-(4,5-dihydro-5-oxo-1,2,4-oxadiazol-3-yl)biphenyl-4-yl]methyl]benzimidazole-7-carboxylic acid methyl ester